2-fluoro-2-methylpropyl (1-(tert-butyl)-3-(3,3-difluorocyclobutyl)-4-methyl-1H-pyrazol-5-yl)carbamate C(C)(C)(C)N1N=C(C(=C1NC(OCC(C)(C)F)=O)C)C1CC(C1)(F)F